C(=O)(O)C=1C=C(OC2=CC(=CC=C2)OC2=CC(=C(C=C2)C(=O)O)C(=O)O)C=CC1C(=O)O 1,3-Bis(3,4-dicarboxyphenoxy)benzene